4-(2-amino-4-cyanophenyl)butanoic acid ethyl ester C(C)OC(CCCC1=C(C=C(C=C1)C#N)N)=O